(tert-butylbiphenylyl)(dimethylfluorenyl)(diphenylfluorenyl)amine C(C)(C)(C)C=1C(=C(C=CC1)C1=CC=CC=C1)N(C1=C(C(=CC=2C3=CC=CC=C3CC12)C1=CC=CC=C1)C1=CC=CC=C1)C1=C(C(=CC=2C3=CC=CC=C3CC12)C)C